BrC=1C(=NC=C(C1)Br)OCC(C)(O)C 1-((3,5-dibromopyridin-2-yl)oxy)-2-methylpropan-2-ol